C(C)(C)(C)OC(=O)N1CC(C1)O.FCCOC1=C(C=CC=C1)S(=O)(=O)N 2-(2-fluoroethoxy)benzenesulfonamide tert-Butyl-3-hydroxyazetidine-1-carboxylate